4-Fluoro-3-(6-{[(2R,3S)-3-{[4-fluoro-3-(trifluoromethyl)phenyl]carbamoyl}-7-(propan-2-ylidene)bicyclo[2.2.1]heptan-2-yl]carbamoyl}-5-methoxypyridin-2-yl)benzoic acid FC1=C(C=C(C(=O)O)C=C1)C1=NC(=C(C=C1)OC)C(N[C@@H]1C2CCC([C@@H]1C(NC1=CC(=C(C=C1)F)C(F)(F)F)=O)C2=C(C)C)=O